BrCC(=O)C=1N=C2N(C=CC=C2)C1S(=O)(=O)CC 2-bromo-1-[3-(ethanesulfonyl)imidazo[1,2-a]pyridin-2-yl]ethanone